ClC1=C(C=C(C=C1)Cl)S(=O)(=O)NC=1C=C(C=C(C1)F)C=1C=C2C=NC(=NC2=CC1)NC(C(C)(C)C)=O N-(6-(3-((2,5-dichlorophenyl)sulfonamido)-5-fluorophenyl)quinazolin-2-yl)pivaloamide